Triphenyl-mono-ethoxysilane C1(=CC=CC=C1)[Si](OCC)(C1=CC=CC=C1)C1=CC=CC=C1